2-amino-3-trifluoromethylnaphthoquinone NC=1C(C2=CC=CC=C2C(C1C(F)(F)F)=O)=O